C12CN(CC2C1)C1=NC2=C(C=C(C=C2C(N1C)=O)C)C(C)NC=1C(=NC(=CC1)OC)C(=O)O 3-[1-[2-(3-azabicyclo[3.1.0]hexan-3-yl)-3,6-dimethyl-4-oxoquinazolin-8-yl]ethyl-amino]-6-methoxypyridine-2-carboxylic acid